N=C1N(S(C=C(N1)C)(=O)=O)C (5R)-3-imino-2,5-dimethyl-1,1-dioxo-1,2,4-thiadiazine